(2R)-2-(3,4-dihydroxyphenyl)-5,7-dihydroxy-4-chromanone OC=1C=C(C=CC1O)[C@@H]1OC2=CC(=CC(=C2C(C1)=O)O)O